tert-Butyl 3-[6-(benzylsulfanyl)pyridin-3-yl]prop-2-enoate C(C1=CC=CC=C1)SC1=CC=C(C=N1)C=CC(=O)OC(C)(C)C